(S)-2-methoxy-2-(4-(5-methyl-3-(1H-pyrrolo[2,3-c]pyridin-3-yl)-1H-pyrazol-1-yl)-6-morpholinopyrimidin-2-yl)ethan-1-ol CO[C@H](CO)C1=NC(=CC(=N1)N1N=C(C=C1C)C1=CNC2=CN=CC=C21)N2CCOCC2